(3-(2-aminopyridin-3-yl)-4-methylphenyl)-4-ethoxy-1-(4-fluorophenyl)-2-keto-1,2-dihydropyridine-3-carboxamide NC1=NC=CC=C1C=1C=C(C=CC1C)C=1C(=C(C(N(C1)C1=CC=C(C=C1)F)=O)C(=O)N)OCC